(5-(4-(4-(2,6-difluorobenzyl)-5-oxo-4,5-dihydro-1H-1,2,4-triazol-1-yl)-2-fluorophenoxy)-4-methylthiazol-2-yl)acetamide FC1=C(CN2C=NN(C2=O)C2=CC(=C(OC3=C(N=C(S3)CC(=O)N)C)C=C2)F)C(=CC=C1)F